N-cyclopropyl-1-[1-[5-[5-(trifluoromethyl)-1,2,4-oxadiazol-3-yl]-2-thienyl]ethyl]pyrazole-4-carboxamide C1(CC1)NC(=O)C=1C=NN(C1)C(C)C=1SC(=CC1)C1=NOC(=N1)C(F)(F)F